Cl.N1CCC(CC1)C1=C(C=CC=C1)C1(CCOCC1)O 4-(2-(piperidin-4-yl)phenyl)tetrahydro-2H-pyran-4-ol hydrochloride